1-(5-ethyl-6-methoxypyridin-2-yl)-3-methylenecyclobutane-1-carbonitrile C(C)C=1C=CC(=NC1OC)C1(CC(C1)=C)C#N